COC1=CC=CC=2C=3N(C(=NC12)N)C=C(N3)CC3=C(C=CC=C3)C(F)(F)F 7-methoxy-2-(2-(trifluoromethyl)benzyl)imidazo[1,2-c]quinazolin-5-amine